CC1=CC=C(C=C1)S(=O)(=O)O.CN1CCN(CC1)C1=CC=C(C=C1)C(C)C1=CC=2NC3=CC=CC=C3SC2C=C1 2-(1-(4-(4-methylpiperazin-1-yl)phenyl)ethyl)-10H-phenothiazine p-toluenesulfonate